3-Methyl-5-{2-[2-(naphthalin-2-sulfonamido)phenyl]ethynyl}pyridin CC=1C=NC=C(C1)C#CC1=C(C=CC=C1)NS(=O)(=O)C1=CC2=CC=CC=C2C=C1